ClC1=CC=C(C=C1)C1=C(CCC(C1)(C)C)CN1CC(N(CC1)CC=1C=C2C(N(C(C2=CC1)=O)C1C(NC(CC1)=O)=O)=O)C(F)(F)F 5-((4-((4'-chloro-5,5-dimethyl-3,4,5,6-tetrahydro-[1,1'-biphenyl]-2-yl)methyl)-2-(trifluoromethyl)piperazin-1-yl)methyl)-2-(2,6-dioxopiperidin-3-yl)isoindoline-1,3-dione